1,2,2-triphosphonatobutane-4-carboxylic acid P(=O)([O-])([O-])CC(CCC(=O)O)(P(=O)([O-])[O-])P(=O)([O-])[O-]